4-[5-(4-Chloro-benzyl)-4H-[1,2,4]triazol-3-yl]-1-[2-(4-methoxy-phenyl)-ethyl]-piperidine ClC1=CC=C(CC=2NC(=NN2)C2CCN(CC2)CCC2=CC=C(C=C2)OC)C=C1